N1CC(C1)N1C[C@@H](CCC1)N1N=C(C=2C1=NC=NC2N)C2=CC=C(C=C2)OC2=CC=CC=C2 1-[(3R)-1-(azetidin-3-yl)-3-piperidinyl]-3-(4-phenoxyphenyl)pyrazolo[3,4-d]pyrimidin-4-amine